CC[C@H](C)[C@@H](C(=O)N[C@@H](C)C(=O)NCC(=O)N[C@@H](CC1=CC=C(C=C1)F)C(=O)N[C@@H](CC[C@H](CN)O[C@H]2[C@@H]([C@H]([C@H]([C@H](O2)CO)O)O)O)C(=O)NCC(=O)N[C@@H](CCC(=O)O)C(=O)N[C@@H](CCC(=O)N)C(=O)NCC(=O)N3CCC[C@H]3C(=O)N[C@@H](CCCCN)C(=O)NCC(=O)N[C@@H](CCC(=O)O)C(=O)N[C@@H]([C@@H](C)O)C(=O)O)NC(=O)CN The molecule is a fifteen-membered glycopeptide comprising glycyl, isoleucyl, alanyl, glycyl, 4-fluorophenylalanyl, (5R)-5-(beta-D-galactopyranosyloxy)lysyl, glycyl. alpha-glutamyl, glutaminyl, glycyl, prolyl, lysyl, glycyl, alpha-glutamyl and threonine residues coupled in sequence.